6'-(((1S,3S)-3-((6-Cyclopropyl-3H-imidazo[4,5-b]pyridin-2-yl)amino)cyclopentyl)amino)-2H-[1,3'-bipyridin]-2-one C1(CC1)C=1C=C2C(=NC1)NC(=N2)N[C@@H]2C[C@H](CC2)NC2=CC=C(C=N2)N2C(C=CC=C2)=O